[(2S)-1-(4-{5-[5-Fluoro-6-(2-methoxyethoxy)-1H-indazol-3-yl]-1,2-oxazol-3-yl}benzoyl)azetidin-2-yl]methan FC=1C=C2C(=NNC2=CC1OCCOC)C1=CC(=NO1)C1=CC=C(C(=O)N2[C@H](CC2)C)C=C1